tert-butyl (2S)-2-((1R)-2-hydroxy-1-((tetrahydro-2H-pyran-2-yl)oxy)ethyl)pyrrolidine-1-carboxylate OC[C@H](OC1OCCCC1)[C@H]1N(CCC1)C(=O)OC(C)(C)C